C1OCC12CC(C2)OC=2C=C(C(=C(C2)C=2C(=NN(C2C)C)C)F)Br 4-(5-((2-oxaspiro[3.3]hept-6-yl)oxy)-3-bromo-2-fluorophenyl)-1,3,5-trimethyl-1H-pyrazole